(3-Aminopyrrolidin-1-yl)(4-benzyl-3,4-dihydroquinoxalin-1(2H)-yl)methanone NC1CN(CC1)C(=O)N1CCN(C2=CC=CC=C12)CC1=CC=CC=C1